ClCC1=C(C(=C(C=C1)C=1N(C=C(N1)C(F)(F)F)C(C)C)F)OC 2-[4-(chloromethyl)-2-fluoro-3-methoxyphenyl]-1-isopropyl-4-(trifluoromethyl)imidazole